OC(COC=1C=C(C=2N(C1)N=CC2C#N)C=2C=NC(=CC2)N2CC1N(C(C2)C1)C(CC(F)(F)F)=O)(C)C 6-(2-hydroxy-2-methylpropoxy)-4-(6-(6-(3,3,3-trifluoropropanoyl)-3,6-diazabicyclo[3.1.1]heptan-3-yl)pyridin-3-yl)pyrazolo[1,5-a]pyridine-3-carbonitrile